CCC(CC(=O)[O-])=O.CCC(CC(=O)[O-])=O.C(CCC)O[Ti+2]OCCCC dibutoxytitanium bis(methylacetoacetate)